C[Si](C)(C)C1(C=CC=C1)[Pt](C)(C)C (trimethylsilylcyclopentadienyl)trimethyl-Platinum (IV)